2,2,2-trichloroacetonitrile ClC(C#N)(Cl)Cl